FC(C(CC1=NC(=NO1)C=1C=CC(=C(C1)N(C(=O)C1=CN=C2N1C=CC=C2)C)C)O)F N-(5-(5-(3,3-difluoro-2-hydroxypropyl)-1,2,4-oxadiazol-3-yl)-2-methylphenyl)-N-methylimidazo[1,2-a]pyridine-3-carboxamide